CNC=1C(=C(C=CC1)O)NC di(methylamino)phenol